((tert-butyldimethylsilyl)oxy)-6-fluoro-1H-indazole [Si](C)(C)(C(C)(C)C)ON1N=CC2=CC=C(C=C12)F